Furoyl-Leucine CC(C)C[C@@H](C(=O)O)NC(=O)C1=CC=CO1